5-chloro-2-methoxy-N-[(1r,3s)-3-{[2-(trifluoromethyl)quinolin-4-yl]amino}cyclohexyl]pyridine-4-carboxamide ClC=1C(=CC(=NC1)OC)C(=O)N[C@H]1C[C@H](CCC1)NC1=CC(=NC2=CC=CC=C12)C(F)(F)F